C1(CC1)C1=CC=C2C(=C(N3C(C2=C1)=NC=N3)C(=O)NCC(=O)O)O (9-Cyclopropyl-6-hydroxy-[1,2,4]triazolo[5,1-a]isoquinoline-5-carbonyl)glycine